C(CCC)C=1N(C2=C(C(=NC=3C=CC=CC23)N)N1)CC1=CC=C(C=C1)CNCCCCCCCCCCCC 2-butyl-1-(4-((dodecylamino)methyl)benzyl)-1H-imidazo[4,5-c]quinolin-4-amine